5-(4-chloro-2-fluorophenyl)-2,3-dimethyl-7-(2-(1-methyl-1H-pyrazol-5-yl)-4-morpholinyl)pyrido[4,3-d]pyrimidin-4(3H)-one ClC1=CC(=C(C=C1)C1=NC(=CC=2N=C(N(C(C21)=O)C)C)N2CC(OCC2)C2=CC=NN2C)F